C12(CC3CC(CC(C1)C3)C2)CN2N=CC(=C2C)C2=C(C3=C(N(C=N3)C=3N=NC(=CC3)NC=3SC1=C(N3)C=CC=C1)C=C2)C(=O)OC methyl 5-(1-(adamantan-1-ylmethyl)-5-methyl-1H-pyrazol-4-yl)-1-(6-(benzo[d]thiazol-2-ylamino) pyridazin-3-yl)-1H-benzo[d]imidazole-4-carboxylate